N-(3-(methylsulfonyl)-[1,2,4]triazolo[4,3-a]pyridin-6-yl)-2-nitro-4-(trifluoromethyl)benzamide methyl-1-bromo-7-(3-chlorophenyl)-4-hydroxy-2,6-naphthyridine-3-carboxylate COC(=O)C=1N=C(C2=CC(=NC=C2C1O)C1=CC(=CC=C1)Cl)Br.CS(=O)(=O)C1=NN=C2N1C=C(C=C2)NC(C2=C(C=C(C=C2)C(F)(F)F)[N+](=O)[O-])=O